4-((3-methylazetidin-3-yl)methoxy)benzonitrile CC1(CNC1)COC1=CC=C(C#N)C=C1